CC1(NC(CC(C1)C1=C(N=NC=C1)N)(C)C)C (2,2,6,6-tetramethyl-piperidin-4-yl)pyridazin-3-amine